C1=CC=C(C=2OC3=C(C21)C=CC=C3)C(S\C(=C(\C)/N(C=O)CC=3C(=NC(=NC3)C)N)\CCO)=O (Z)-S-(2-(N-((4-amino-2-methylpyrimidin-5-yl)methyl)formamido)-5-hydroxypent-2-en-3-yl) dibenzo[b,d]furan-4-carbothioate